R-N-[5-[3-(4-methoxy-1-methyl-pyrrolidin-3-yl)oxy-5-methyl-isoxazol-4-yl]pyrazolo[1,5-a]pyridin-2-yl]cyclopropanecarboxamide COC1[C@@H](CN(C1)C)OC1=NOC(=C1C1=CC=2N(C=C1)N=C(C2)NC(=O)C2CC2)C